dimethylbutyl-ethoxysilane Isopropyl-(R)-2-amino-2-(3-fluoro-4-(2-(methyl-d3)-2H-1,2,3-triazol-4-yl)phenyl)-4,4-dimethylpentanoate C(C)(C)OC([C@@](CC(C)(C)C)(C1=CC(=C(C=C1)C1=NN(N=C1)C([2H])([2H])[2H])F)N)=O.C[Si](OCC)(CCCC)C